[Sn]=O.[Zr].[Nd].[La] lanthanum neodymium zirconium tin oxide